1,2-Bis(diphenylphosphino)ethane benzyl-3-amino-6-fluorothieno[2,3-b]pyridine-2-carboxylate C(C1=CC=CC=C1)OC(=O)C1=C(C=2C(=NC(=CC2)F)S1)N.C1(=CC=CC=C1)P(CCP(C1=CC=CC=C1)C1=CC=CC=C1)C1=CC=CC=C1